ClC1=C(OC=2C3=C(N=CN2)CN(C(C3)C)C(=O)OC(C)(C)C)C=CC(=C1)F Tert-Butyl 4-(2-chloro-4-fluorophenoxy)-6-methyl-5H,6H,7H,8H-pyrido[3,4-d]pyrimidine-7-carboxylate